2-bromo-5-((4-fluoro-1-methylpiperidin-4-yl)methoxy)pyrazine BrC1=NC=C(N=C1)OCC1(CCN(CC1)C)F